3-(7-Bromo-8-fluoro-2-methylquinolin-3-yl)piperidine-2,6-dione BrC1=CC=C2C=C(C(=NC2=C1F)C)C1C(NC(CC1)=O)=O